((2-(((S)-3,3-dimethyl-1-oxo-1-((S)-2-((5-phenylthiazol-2-yl)carbamoyl)pyrrolidin-1-yl)butan-2-yl)carbamoyl)-1H-indol-5-yl)difluoromethyl)phosphonic acid CC([C@@H](C(N1[C@@H](CCC1)C(NC=1SC(=CN1)C1=CC=CC=C1)=O)=O)NC(=O)C=1NC2=CC=C(C=C2C1)C(F)(F)P(O)(O)=O)(C)C